FC=1C=C(C=C(C1)F)[C@@H]1CC(=NN1)C(=O)N1CCN(CC1)C1=NC=CC(=N1)C1=CC(=CN1)C(=O)N (S)-5-(2-(4-(5-(3,5-difluorophenyl)-4,5-dihydro-1H-pyrazol-carbonyl)piperazin-1-yl)pyrimidin-4-yl)-1H-pyrrole-3-carboxamide